6-[4-(2-methoxy-2-methylpropoxy)phenyl]-4-[(3S)-piperidin-3-ylamino]pyrido[3,2-d]pyrimidine-8-carboxamide COC(COC1=CC=C(C=C1)C=1C=C(C=2N=CN=C(C2N1)N[C@@H]1CNCCC1)C(=O)N)(C)C